vanadium-ruthenium [Ru].[V]